NC1=NC=C(C2=C1C(=NN2C)C2=CC(=C(C=C2)NS(=O)(=O)C(F)F)O[C@@H](C)C2=CC=C(C=C2)F)C2=CC=NC=C2 (S)-N-(4-(4-amino-1-methyl-7-(pyridin-4-yl)-1H-pyrazolo[4,3-c]pyridin-3-yl)-2-(1-(4-fluorophenyl)ethoxy)phenyl)-1,1-difluoromethanesulfonamide